2-((2R,5S)-5-methyl-2-(2-methylbenzo[d]thiazol-5-yl)piperidin-1-yl)-2-oxo-N-(1-((2-(trimethylsilyl)ethoxy)methyl)-1H-pyrazolo[4,3-c]pyridin-7-yl)acetamide C[C@H]1CC[C@@H](N(C1)C(C(=O)NC=1C2=C(C=NC1)C=NN2COCC[Si](C)(C)C)=O)C=2C=CC1=C(N=C(S1)C)C2